2'-(methylthio)-5',8'-dihydro-3'H-spiro[cyclohexane-1,7'-quinazoline]-4'(6'H)-one CSC1=NC=2CC3(CCC2C(N1)=O)CCCCC3